2-(diethoxyphosphoryl)acetic acid 2-propynyl ester C(C#C)OC(CP(=O)(OCC)OCC)=O